C(C)OC(/C(=C/C1=CC=NS1)/F)=O (Z)-2-fluoro-3-(isothiazol-5-yl)acrylic acid ethyl ester